C(=C)(C)C1CC(C(CC1)(C)OCC)OCC 4-isopropenyl-1,2-diethoxy-1-methylcyclohexane